CP(=O)(C)CN1C=C(C=2N(C(C=CC21)=O)C)C2=CC(=CC(=C2)OC2=CC=C(C=C2)C(F)(F)F)C 1-[(dimethylphosphoryl)methyl]-4-methyl-3-{3-methyl-5-[4-(trifluoromethyl)phenoxy]phenyl}-1H,4H,5H-pyrrolo[3,2-b]pyridin-5-one